NC=1N=NC(=C(N1)C1=CC=CC=C1)C=1C(=NC(=CC1)C)C#N 3-amino-5-phenyl-1,2,4-triazin-6-yl-6-methylpyridine-2-carbonitrile